ClC=1C(=NC(=NC1)NC1=CC(=C(C=C1OC(C)C)N1CCN(CC1)CC=1C=C2CN(C(C2=C(C1)F)=O)C1C(NC(CC1)=O)=O)C)NC1=C(C=CC=C1)S(=O)(=O)C(C)C 3-(5-((4-(4-((5-chloro-4-((2-(isopropylsulfonyl)phenyl)amino)pyrimidin-2-yl)amino)-5-isopropoxy-2-methylphenyl)piperazin-1-yl)methyl)-7-fluoro-1-oxoisoindolin-2-yl)piperidine-2,6-dione